FC=1C=C(C=CC1)C(N1C(N(CC1)CC=1C=C2CN(C(C2=CC1F)=O)C1C(NC(CC1)=O)=O)=O)C1=CC(=CC=C1)F 3-(5-((3-(bis(3-fluorophenyl)methyl)-2-oxoimidazolidin-1-yl)methyl)-6-fluoro-1-oxoisoindolin-2-yl)piperidine-2,6-dione